4-(4-fluoro-benzoimidazol-1-yl)-aniline FC1=CC=CC=2N(C=NC21)C2=CC=C(N)C=C2